1-(2-Amino-6-fluoro-4-nitrophenyl)-N,N-dimethylpyrrolidin-3-amine NC1=C(C(=CC(=C1)[N+](=O)[O-])F)N1CC(CC1)N(C)C